C1(=CC=CC=C1)N1CCC2=C1N=C(N=C2OCC2OCCC2)N2CCOCC2 4-(7-phenyl-4-((tetrahydrofuran-2-yl)methoxy)-6,7-dihydro-5H-pyrrolo[2,3-d]pyrimidin-2-yl)morpholine